Acetaldehyde Dimethylhydrazone CN(N=CC)C